NC(C)(C)CC 2-amino-2-ethylpropane